copper 3-amino-4-(4,5-diamino-1,2,4-triazol-3-yl)-furazan perchlorate Cl(=O)(=O)(=O)[O-].NC1=NON=C1C1=NN=C(N1N)N.[Cu+2].Cl(=O)(=O)(=O)[O-]